S(=O)(=O)(O)O.COC(C)=O acetic acid methyl ester sulfate